CC1(CC(C(C(C1)=O)=C(C)C(CCC[C@H](N)C(=O)O)N)=O)C 6-[1-(4,4-dimethyl-2,6-dioxocyclohexylidene)ethyl]-L-lysine